spiro[8-azoniabicyclo[3.2.1]octane-8,1'-azolidin-1-ium]-3-yl 2-(1-chloroethoxy)-2,2-diphenyl-acetate ClC(C)OC(C(=O)OC1CC2CCC(C1)[N+]21CCCC1)(C1=CC=CC=C1)C1=CC=CC=C1